ClC=1C=CC2=C(N(C[C@H](O2)C(=O)NC23CC(C2)(C3)NC(COC3=CC(=C(C=C3)Cl)F)=O)CC(C)(C)OC)C1 (2S)-6-chloro-N-{3-[2-(4-chloro-3-fluorophenoxy)acetamido]bicyclo[1.1.1]pent-1-yl}-4-(2-methoxy-2-methylpropyl)-3,4-dihydro-2H-1,4-benzoxazine-2-carboxamide